S1C(=CC=C1)C=1N=NN(N1)C1=CC=C(C=C1)O 4-(5-(thiophen-2-yl)-2H-tetrazole-2-yl)phenol